C(C=C)C1=CC(=C(C=C1)C=1C(=C(C=CC1)P([O-])([O-])=O)C1C2=CC=CC=C2C=2C=CC=CC12)OC 4-Allyl-2-methoxyphenyl(9H-fluoren-9-yl)(S)-phenylphosphonate